ClC=1N=C(C2=C(N1)N(C=C2)C(=O)OC(C)(C)C)O tert-butyl 2-chloro-4-hydroxy-7H-pyrrolo[2,3-d]pyrimidine-7-carboxylate